1,2-dihydro-2-isobutoxy-quinoline-1-carboxylic acid isobutyl ester C(C(C)C)OC(=O)N1C(C=CC2=CC=CC=C12)OCC(C)C